C(C1=CC=CC=C1)(=O)O.ClCCCNC(CC=1C(N(C(N(C1CCO)C)=O)C)=O)O (3-chloropropylamino)-1,3-dimethyl-uracildiethanol benzoate